tert-butyl 5-(4-{[2-fluoro-5-(prop-2-enamido) phenyl] amino}-2-[(1-methyl-1H-pyrazol-4-yl) amino] pyrimidin-5-yl)-1H-indole-1-carboxylate FC1=C(C=C(C=C1)NC(C=C)=O)NC1=NC(=NC=C1C=1C=C2C=CN(C2=CC1)C(=O)OC(C)(C)C)NC=1C=NN(C1)C